NC[C@H](C(=O)NC=1C=C2C=CN=CC2=CC1)C1=CC=C(C=C1)Cl |r| (rac)-3-amino-2-(4-chlorophenyl)-N-(isoquinolin-6-yl)propionamide